(2S)-3-(5-bromothiophen-2-yl)-2-(9H-fluoren-9-ylmethoxycarbonylamino)propanoic acid BrC1=CC=C(S1)C[C@@H](C(=O)O)NC(=O)OCC1C2=CC=CC=C2C=2C=CC=CC12